FC1=CC=C(C=C1)N1C(=C(C2=CC(=CC=C12)O)C(C#N)C)C 2-[1-(4-fluorophenyl)-5-hydroxy-2-methyl-indol-3-yl]propanenitrile